COC(C1=C(C=CC=C1)C(F)(F)F)=O 2-(trifluoromethyl)Benzoic acid methyl ester